racemic-methyl 4-((1S,2S)-2-(6-chloroimidazo[1,2-b]pyridazin-8-yl)cyclopropyl)benzoate ClC=1C=C(C=2N(N1)C=CN2)[C@@H]2[C@H](C2)C2=CC=C(C(=O)OC)C=C2 |r|